5-amino-4-isobutyl-2-(piperazin-1-yl)benzonitrile dihydrochloride Cl.Cl.NC=1C(=CC(=C(C#N)C1)N1CCNCC1)CC(C)C